4-{(3R,4R,5S)-4-(Acetyloxy)-3-[(tert-butoxycarbonyl)amino]-5-methylpiperidin-1-yl}-3-nitro-6,7-dihydro-5H-cyclopenta[b]pyridin-7-yl acetate C(C)(=O)OC1CCC=2C1=NC=C(C2N2C[C@H]([C@@H]([C@H](C2)C)OC(C)=O)NC(=O)OC(C)(C)C)[N+](=O)[O-]